ClC1=CC(=C(C=C1)C=CC(=O)NC(C(=O)OC)CC1CC1)F methyl 2-(3-(4-chloro-2-fluorophenyl) acrylamido)-3-cyclopropylpropionate